1-(piperidin-4-ylmethyl)azepan-2-one carbon [C].N1CCC(CC1)CN1C(CCCCC1)=O